2-(3-methyl-4-((6-methylpyridin-2-yl)carbamoyl)phenyl)-9,10-dihydro-4H-benzo[d]pyrazolo[1,5-a][1,3]diazepine-3-carboxamide CC=1C=C(C=CC1C(NC1=NC(=CC=C1)C)=O)C1=NN2C(NC3=C(CC2)C=CC=C3)=C1C(=O)N